OCC(C(=O)OC)=C methyl (2-(hydroxymethyl) acrylate)